5-{4-[5-(trifluoromethyl)-2,3-dihydro-1-benzofuran-2-yl]-2-pyridyl}-1H-tetraazole FC(C=1C=CC2=C(CC(O2)C2=CC(=NC=C2)C2=NN=NN2)C1)(F)F